FC(C=1C=CC2=C(SCC2=O)C1)(F)F 6-(Trifluoromethyl)benzo[b]thiophene-3(2H)-one